OC1=C(C=C(C=O)C=C1C(C)C)C(C)C 4-hydroxy-3,5-diisopropylbenzaldehyde